4-trifluoromethoxy-N-(4-(3-(1-methyl-1H-pyrazol-4-yl)imidazo[1,2-b]pyridazin-6-yl)phenyl)benzenesulfonamide FC(OC1=CC=C(C=C1)S(=O)(=O)NC1=CC=C(C=C1)C=1C=CC=2N(N1)C(=CN2)C=2C=NN(C2)C)(F)F